FC(C1=C(C(=CC=C1)F)N1CCC(CC1)N1C(NC=2C(C1C)=NN(C2)C2OCCCC2)=O)F 6-[1-(2-Difluoromethyl-6-fluoro-phenyl)-piperidin-4-yl]-7-methyl-2-(tetrahydro-pyran-2-yl)-2,4,6,7-tetrahydro-pyrazolo[4,3-d]pyrimidin-5-one